2-(methyl(piperidin-4-yl)amino)-N-(1H-pyrazol-4-yl)quinazoline-6-carboxamide CN(C1=NC2=CC=C(C=C2C=N1)C(=O)NC=1C=NNC1)C1CCNCC1